OCCOC1=C(C=C(C=C1)[C@@H](CCC1=C(N=C(S1)C1=CC=C(C=C1)C(F)(F)F)C(C)C)O)C (R)-1-(4-(2-hydroxyethoxy)-3-methylphenyl)-3-(4-isopropyl-2-(4-(trifluoromethyl)phenyl)thiazol-5-yl)propan-1-ol